N-(1'-(2-(1,1-difluoroethyl)-6-((1-methyl-1H-1,2,3-triazol-5-yl)oxy)pyrimidin-4-yl)-1',2'-dihydrospiro[cyclopropane-1,3'-pyrrolo[3,2-c]pyridin]-6'-yl)acetamide FC(C)(F)C1=NC(=CC(=N1)N1CC2(C=3C=NC(=CC31)NC(C)=O)CC2)OC2=CN=NN2C